O[C@@H]1[C@H](CCC1)NC(=O)C1=CC(=CC=2OCOC21)CC=2C=NC(=CC2)C2=NN(C=C2)C N-[(1S,2S)-2-hydroxycyclopentyl]-6-[[6-(1-methylpyrazol-3-yl)-3-pyridyl]methyl]-1,3-benzodioxole-4-carboxamide